BrC=1C=C2C=C(N=CC2=CC1)NC(=O)[C@@H]1CC[C@H](CC1)CO[Si](C)(C)C(C)(C)C trans-N-(6-bromo-3-isoquinolyl)-4-[[tert-butyl-(dimethyl)silyl]oxymethyl]cyclohexanecarboxamide